FC=1C(=NC=CC1)SC=1C=2N(C=C(C1)C=1C=NN(C1C)[C@H]1CNCCC1)N=CC2C#N 4-[(3-fluoro-2-pyridyl)sulfanyl]-6-[5-methyl-1-[(3R)-3-piperidyl]pyrazol-4-yl]pyrazolo[1,5-a]pyridine-3-carbonitrile